ClC1=C(C=CC(=C1)OCC(CO)O)C=1C=C2C(=NC1)NC=C2C(=O)C=2C(=C(C(=CC2)F)NS(=O)(=O)CCC)F N-(3-(5-(2-chloro-4-(2,3-dihydroxy-propoxy)phenyl)-1H-pyrrolo[2,3-b]pyridine-3-carbonyl)-2,6-difluorophenyl)-propane-1-sulfonamide